5-(2-fluoropyridin-3-yl)-1-methyl-N-(piperidin-4-yl)-1H-indole-3-carboxamide FC1=NC=CC=C1C=1C=C2C(=CN(C2=CC1)C)C(=O)NC1CCNCC1